FC(S(=O)(=O)O)(F)F.C(CCCCCCCCCCCCCCC)N1C(N(C=C1)C)C 1-hexadecyl-2,3-dimethylimidazole trifluoromethanesulfonate